CO[Si](CCCCC1=CC(=NC=C1)C1=NC=CC(=C1)C)(OC)OC trimethoxy-[4-[2-(4-methyl-2-pyridinyl)-4-pyridinyl]butyl]silane